O[C@@H]1CC[C@H](CC1)C(=O)N(C[C@@H]1CC[C@H](CC1)C1=CC(=C(C=C1)OC)C)C1=NC=CC(=C1)C=1C=NN(C1)C(C)C trans-4-Hydroxy-N-(4-(1-isopropyl-1H-pyrazol-4-yl)pyridin-2-yl)-N-((trans-4-(4-methoxy-3-methylphenyl)cyclohexyl)methyl)-cyclohexanecarboxamide